Monoammonium L-glutamate N[C@@H](CCC(=O)O)C(=O)[O-].[NH4+]